NN.S(O)(O)(=O)=O sulfuric acid-hydrazine salt